4-(azetidin-3-yloxy)-5-chloro-2-(2-fluoro-4-pyridinyl)-1H-pyrimidin-6-one N1CC(C1)OC=1N=C(NC(C1Cl)=O)C1=CC(=NC=C1)F